C(C)(C)(C)OC(=O)N[C@H]1CN(CCC1)C=1SC=C(N1)C(=O)N[C@@H](CO[Si](C)(C)C(C)(C)C)C(=O)N[C@@H](CO)C(=O)OC methyl N-(2-((R)-3-((tert-butoxycarbonyl)amino)piperidin-1-yl)thiazole-4-carbonyl)-O-(tert-butyldimethylsilyl)-L-seryl-L-serinate